CC1(CCN(CC1)CC1=NC=CC(=C1)C1=CC=C(C=C1)C(C)C)C 2-((4,4-dimethylpiperidin-1-yl)methyl)-4-(4-isopropylphenyl)pyridine